(2R,3R,4R,5S)-5-((2-chloropyrrolo[2,1-f][1,2,4]triazin-4-yl)amino)-2-(hydroxymethyl)tetrahydro-2H-pyran-3,4-diol ClC1=NN2C(C(=N1)N[C@@H]1[C@H]([C@H]([C@H](OC1)CO)O)O)=CC=C2